O1CCC(CC1)NCC(=O)N 2-(oxan-4-ylamino)acetamide